2-(3,5-dichloro-1H-pyrazolo[3,4-b]pyridin-4-yl)-1-[(1S)-5-[(1S)-2-fluoro-1-hydroxy-1-methyl-ethyl]-1-methyl-3,4-dihydro-1H-isoquinolin-2-yl]ethanone ClC1=NNC2=NC=C(C(=C21)CC(=O)N2[C@H](C1=CC=CC(=C1CC2)[C@](CF)(C)O)C)Cl